2-(2,6-Dioxopiperidin-3-yl)-5-(6-(hydroxymethyl)-2-azaspiro[3.3]heptan-2-yl)isoindoline-1,3-dione O=C1NC(CCC1N1C(C2=CC=C(C=C2C1=O)N1CC2(C1)CC(C2)CO)=O)=O